ClC=1C=CC2=C(NC(=N2)C2=NNC=C2NC=2C3=C(N=CN2)NC=C3)C1 N-(3-(6-chloro-1H-benzo[d]imidazol-2-yl)-1H-pyrazol-4-yl)-7H-pyrrolo[2,3-d]pyrimidin-4-amine